tert-Butyl 2-[4-[1-[2-[4-(2,4-dioxohexahydropyrimidin-1-yl)-3-methyl-phenoxy]acetyl]-4-piperidyl]-1-piperidyl]acetate O=C1N(CCC(N1)=O)C1=C(C=C(OCC(=O)N2CCC(CC2)C2CCN(CC2)CC(=O)OC(C)(C)C)C=C1)C